1-(pyrimidin-5-ylmethyl)-6-[3-(trifluoromethyl)phenyl]-3H-imidazo[4,5-b]Pyridine N1=CN=CC(=C1)CN1CNC2=NC=C(C=C21)C2=CC(=CC=C2)C(F)(F)F